N-(6-(N-(4-(3,4-difluorophenyl)-5-(pyridine-2-yl)thiazol-2-yl)sulfamoyl)-5-methylpyridin-3-yl)acetamide FC=1C=C(C=CC1F)C=1N=C(SC1C1=NC=CC=C1)NS(=O)(=O)C1=C(C=C(C=N1)NC(C)=O)C